CC=1C=C(C=CC1C)N\C(=N/C=1SC(=NN1)C)\N1C(SC(=N1)C)C1=CC=C(C=C1)F (E)-N-(3,4-dimethylphenyl)-2-(4-fluorophenyl)-5-methyl-N'-(5-methyl-1,3,4-thiadiazol-2-yl)-1,3,4-thiadiazole-3(2H)-carboximidamide